C1(=CC=CC=C1)S(=O)(=O)OC(C)(C)C.[K] potassium t-butyl benzenesulfonate